Dimethyl (4-methoxy-1-methyl-1,2-dihydroquinolin-2-yl)phosphonate COC1=CC(N(C2=CC=CC=C12)C)P(OC)(OC)=O